1,3-Bis(3-(2,3-epoxypropoxy)propyl)1,1,3,3-tetramethyldisiloxane C(C1CO1)OCCC[Si](O[Si](C)(C)CCCOCC1CO1)(C)C